6-((4-(2-Methoxyacetamido)Pyridin-3-yl)Methyl)-N-(3-(Trifluoromethyl)Phenyl)-4,5,6,7-Tetrahydrothieno[2,3-c]Pyridin-3-Carboxamid COCC(=O)NC1=C(C=NC=C1)CN1CC2=C(CC1)C(=CS2)C(=O)NC2=CC(=CC=C2)C(F)(F)F